ethyl 3-bromo-1-(prop-2-en-1-yl)-1H-pyrrolo[3,2-b]pyridine-2-carboxylate BrC1=C(N(C=2C1=NC=CC2)CC=C)C(=O)OCC